CC(C(=O)O)(C)C1=CN(C(C=C1)=O)C 2-methyl-2-(1-methyl-6-oxo-1,6-dihydropyridin-3-yl)propanoic acid